N-(3-(2-methyl-6-tosylimidazo[4,5-d]pyrrolo[2,3-b]pyridin-1(6H)-yl)bicyclo[1.1.1]pentan-1-yl)propane-1-sulfonamide CC1=NC=2C(=C3C(=NC2)N(C=C3)S(=O)(=O)C3=CC=C(C)C=C3)N1C13CC(C1)(C3)NS(=O)(=O)CCC